ClC=1C=CC=C2C=CC(C12)=O 7-chloroindenone